C(C(C)C)OC(C(C(=O)OCC(C)C)=CC(CCC)CC)=O.C(C1CO1)OC1=CC=CC2=CC(=CC=C12)OCC1CO1 1,6-bis(2,3-epoxypropoxy)naphthalene diisobutyl-(2-ethylpentylidene)malonate